1-Nonyl-3-butylpyridinium acetat C(C)(=O)[O-].C(CCCCCCCC)[N+]1=CC(=CC=C1)CCCC